6-bromo-5-(cyclopropylmethyl)-1-(2,6-dimethoxyphenyl)-2-(6-ethoxypyridin-2-yl)-1H-imidazo[4,5-b]pyrazine BrC1=C(N=C2C(=N1)N(C(=N2)C2=NC(=CC=C2)OCC)C2=C(C=CC=C2OC)OC)CC2CC2